dimethyl-17-methyl-1,4,7,10,13,16,19-heptaazabicyclo[18.3.1]tetracosane-3,6,9,12,15,18,24-heptone CC1(N2CCCC(NC(C(NC(CNC(CNC(CNC(CNC1=O)=O)=O)=O)=O)C)=O)C2=O)C